5,6-diazaspiro[3.5]non-8-ene-8-carboxamide C1CCC12NNCC(=C2)C(=O)N